C1(=CC=CC=C1)[B-](C1=CC=CC=C1)(C1=CC=CC=C1)C1=CC=CC=C1.C(C)[P+](CC)(CC)CC tetraethylphosphonium tetra(phenyl)borate salt